(E)-2-(2-ethoxybenzylidene)butyraldehyde C(C)OC1=C(\C=C(\C=O)/CC)C=CC=C1